isopropyl-tris(isooctanoyl)titanium C(C)(C)[Ti](C(CCCCC(C)C)=O)(C(CCCCC(C)C)=O)C(CCCCC(C)C)=O